C1(CC1)C([C@@H](C(NC=1C=NN(C1)C(C)C1=NN=NN1CC(F)(F)F)=O)NC(=O)C=1N(N=CC1)C(C)C)C1CC1 N-[(1S)-1-(dicyclopropyl-methyl)-2-oxo-2-[[1-[1-[1-(2,2,2-trifluoroethyl)tetrazol-5-yl]ethyl]pyrazol-4-yl]amino]ethyl]-2-isopropyl-pyrazole-3-carboxamide